propyl mercaptan C(CC)S